BrC1=CC2=C(N(C(N2CC2=NC=C(C=C2)C=2OC(=NN2)C(F)F)=O)C2CCN(CC2)C)C=C1 5-bromo-3-((5-(5-(difluoromethyl)-1,3,4-oxadiazol-2-yl)pyridin-2-yl)methyl)-1-(1-methylpiperidin-4-yl)-1,3-dihydro-2H-benzo[d]imidazol-2-one